[B].[Zn].[Ni] nickel zinc boron